N-(5,7-dimethyl-1,3-benzothiazol-2-yl)-3,5-dimethyladamantane-1-carboxamide CC=1C=C(C2=C(N=C(S2)NC(=O)C23CC4(CC(CC(C2)C4)(C3)C)C)C1)C